C1(CC1)[C@H]1CN(C[C@H](N1)C)C=1N=NC(=CN1)C1=C(C=C(C=C1)C1=NC=NC(=C1)OC)O 2-{3-[(3s,5r)-3-cyclopropyl-5-methylpiperazin-1-yl]-1,2,4-triazin-6-yl}-5-(6-methoxypyrimidin-4-yl)phenol